Bis(2-ethylhexyl) cyclohexane-1,4-dicarboxylate (Bis(2-ethylhexyl) cyclohexane-1,4-dicarboxylate) C(C)C(CC1(CCC(CC1)(C(=O)O)CC(CCCC)CC)C(=O)O)CCCC.C1(CCC(CC1)C(=O)OCC(CCCC)CC)C(=O)OCC(CCCC)CC